ClC=1C=C(C=C(C1)Cl)C=1OC2=C(N1)C=CC(=C2)C(=O)O[C@@H]2C[C@H](CC2)O[Si](C)(C)C(C)(C)C [(trans)-3-[tert-butyl(dimethyl)silyl]oxycyclopentyl] 2-(3,5-dichlorophenyl)-1,3-benzoxazole-6-carboxylate